NC1=C(C(=O)O)C=CC=C1Cl 2-amino-3-chlorobenzoic acid